(R)-2-(3-methyl-2,6-dioxopiperidin-3-yl)-5-(5-thioxo-4,5-dihydro-1,3,4-oxadiazol-2-yl)isoindoline-1,3-dione C[C@@]1(C(NC(CC1)=O)=O)N1C(C2=CC=C(C=C2C1=O)C=1OC(NN1)=S)=O